COC1=CC2=C(C=3N=CNC(C3S2)=O)C=C1OC 7,8-dimethoxybenzo[4,5]thieno[3,2-d]pyrimidin-4(3H)-one